FC=1C=C(N2N=C(N=CC21)N[C@H]2[C@@H](CN(CC2)S(=O)(=O)C)F)CC(C)C 5-fluoro-N-((3R,4R)-3-fluoro-1-(methylsulfonyl)piperidin-4-yl)-7-isobutylpyrrolo[2,1-f][1,2,4]triazin-2-amine